C(=O)(O)CC(C(=O)[O-])[N+]1=CC=CC=C1 3-carboxy-2-(pyridin-1-ium-1-yl)propanoate